ClC=1C=C(C(=NC1)OC1=CC=C(C=C1)F)C(=O)N[C@@H](C)C1=CC=C(C(=O)O)C=C1 4-[(1S)-1-({[5-chloro-2-(4-fluorophenoxy)pyridin-3-yl]carbonyl}amino)ethyl]benzoic acid